N-(2-(N-benzyl-2-hydroxy-3-phenylpropanamido)-4-iodophenyl)-2,3,4,5,6-pentafluorobenzamide C(C1=CC=CC=C1)N(C(C(CC1=CC=CC=C1)O)=O)C1=C(C=CC(=C1)I)NC(C1=C(C(=C(C(=C1F)F)F)F)F)=O